(R)-2-(4-(6-isopropyl-5-(8-methyl-[1,2,4]triazolo[1,5-a]pyridin-6-yl)-4H-pyrrolo[3,2-d]thiazol-2-yl)-3-methylpiperazin-1-yl)acetonitrile C(C)(C)C1=C(NC2=C1N=C(S2)N2[C@@H](CN(CC2)CC#N)C)C=2C=C(C=1N(C2)N=CN1)C